(E)-2-methyl-but-2-enal C/C(/C=O)=C\C